4-[3-[4-[[(3S,4R)-1-tert-butyl-3-fluoro-4-piperidyl]amino]-1-(2,2,2-trifluoroethyl)indol-2-yl]prop-2-ynylamino]-N-methyl-3-(trideuteriomethoxy)benzamide C(C)(C)(C)N1C[C@@H]([C@@H](CC1)NC1=C2C=C(N(C2=CC=C1)CC(F)(F)F)C#CCNC1=C(C=C(C(=O)NC)C=C1)OC([2H])([2H])[2H])F